bis(4-methylbenzoyl) peroxide CC1=CC=C(C(=O)OOC(C2=CC=C(C=C2)C)=O)C=C1